2-(4-cyclopropyl-6-methoxy-pyrimidin-5-yl)-6-[[4-[1-methyl-4-(trifluoromethyl)imidazol-2-yl]phenyl]methoxy]-7H-purine C1(CC1)C1=NC=NC(=C1C1=NC(=C2NC=NC2=N1)OCC1=CC=C(C=C1)C=1N(C=C(N1)C(F)(F)F)C)OC